ClC1=NC(=CC=C1OC(F)F)C1=CCC2(OCCO2)CC1 2-chloro-3-(difluoromethoxy)-6-(1,4-dioxaspiro[4.5]dec-7-en-8-yl)pyridine